2'-[5-fluoro-2-[[(2R,4S)-2-methyl-1-methylsulfonyl-piperidin-4-yl]amino]pyrimidin-4-yl]-3',5'-dimethylspiro[cyclopropane-1,6'-thieno[2,3-c]pyrrole]-4'-one FC=1C(=NC(=NC1)N[C@@H]1C[C@H](N(CC1)S(=O)(=O)C)C)C1=C(C2=C(C3(N(C2=O)C)CC3)S1)C